5-fluoro-1-((2R,4S,5R)-5-(hydroxymethyl)-4-(trityloxy)tetrahydrofuran-2-yl)pyrimidine-2,4(1H,3H)-dione FC=1C(NC(N(C1)[C@@H]1O[C@@H]([C@H](C1)OC(C1=CC=CC=C1)(C1=CC=CC=C1)C1=CC=CC=C1)CO)=O)=O